9,9',9'',9'''-(4-(2-(2,6-diphenylpyrimidin-4-yl)phenyl)pyridine-2,3,5,6-tetrayl)tetrakis(3-methyl-9H-carbazole) C1(=CC=CC=C1)C1=NC(=CC(=N1)C1=C(C=CC=C1)C1=C(C(=NC(=C1N1C2=CC=CC=C2C=2C=C(C=CC12)C)N1C2=CC=CC=C2C=2C=C(C=CC12)C)N1C2=CC=CC=C2C=2C=C(C=CC12)C)N1C2=CC=CC=C2C=2C=C(C=CC12)C)C1=CC=CC=C1